ClC1=C(C=CC=C1[N+](=O)[O-])CS(=O)(=O)NC1=C(N=CS1)C(=O)O 5-[(2-chloro-3-nitro-phenyl)methylsulfonylamino]thiazole-4-carboxylic acid